3-(2-fluoro-4-methoxyphenyl)-N-(2-(2,2,6,6-tetramethylmorpholino)pyrimidin-4-yl)isoxazol-5-amine FC1=C(C=CC(=C1)OC)C1=NOC(=C1)NC1=NC(=NC=C1)N1CC(OC(C1)(C)C)(C)C